((2R,4R,5R)-5-(((tert-butyldimethylsilyl)oxy)methyl)-3,3-difluoro-5-(iodomethyl)-4-((4-methoxyphenyl)diphenylmethoxy)tetrahydrofuran-2-yl)pyrimidine-2,4(1H,3H)-dione [Si](C)(C)(C(C)(C)C)OC[C@@]1([C@H](C([C@@H](O1)N1C(NC(C=C1)=O)=O)(F)F)OC(C1=CC=CC=C1)(C1=CC=CC=C1)C1=CC=C(C=C1)OC)CI